C1C/C(=C\Br)/OC(=O)C1C2=CC=CC3=CC=CC=C32 E-6-(bromoethylene)tetrahydro-3-(1-naphthyl)-2H-pyran-2-one